C[N-]C(=O)OC(C)(C)C N-methyl-tert-butoxycarbonyl-amide